N-((S)-1-((R)-4-isobutyl-4,5-dihydrooxazol-2-yl)-2,2-dimethylpropyl)acetamide C(C(C)C)[C@H]1N=C(OC1)[C@H](C(C)(C)C)NC(C)=O